NC=1C=NC(=C(C(=O)OC)C1)NCCCC[C@@H](C(=O)OC)NC(C1=CC=C(C=C1)N(C=O)CC=1N=C2C(=NC(=NC2=NC1)N)N)=O Methyl (S)-5-amino-2-((5-(4-(N-((2,4-diaminopteridin-6-yl)methyl)formamido) benzamido)-6-methoxy-6-oxohexyl)amino)nicotinate